F[C@H]1CC2=CC=3CCCC3C(=C2C1)NC(=O)N=[S@@](=O)(N)C=1C=NN2C1OCC2(C)C (S)-N'-(((S)-2-fluoro-1,2,3,5,6,7-hexahydro-s-indacen-4-yl)carbamoyl)-3,3-dimethyl-2,3-dihydropyrazolo[5,1-b]oxazole-7-sulfonimidamide